1-[(2-ethylhexylamino)methyl]benzotriazole C(C)C(CNCN1N=NC2=C1C=CC=C2)CCCC